[K+].C(#N)CC(=O)[O-] cyanoacetic acid potassium salt